C(C)(C)(C)OC(=O)N1CCC(CC1)[C@H](C)N1CC(C1)C=1C=C(C=2N(C1)C(=NC2F)C)C2=C(C=C(C=C2)F)C(=O)N2[C@@H](COCC2)C 4-[(1S)-1-[3-(1-fluoro-8-{4-fluoro-2-[(3R)-3-methylmorpholine-4-carbonyl]phenyl}-3-methylimidazo[1,5-a]pyridin-6-yl)azetidin-1-yl]ethyl]piperidine-1-carboxylic acid tert-butyl ester